Cl.CN1N=C(C2=C(C1=O)C=NC=C2)C(=O)O 3-methyl-4-oxo-pyrido[3,4-d]pyridazine-1-carboxylic acid hydrochloride